ClC1=C(C(=CC=C1Cl)OCOC)[C@@H]1N(C\C(\C1)=C(/C(=O)OCC)\C)C(=O)OC(C)(C)C tert-butyl (2R,4Z)-2-[2,3-dichloro-6-(methoxymethoxy)phenyl]-4-(1-ethoxy-1-oxopropan-2-ylidene)pyrrolidine-1-carboxylate